[N+](=[N-])=CC(CC[C@@H](C(=O)OC(C)C)NC([C@@H](C1=NC=C(C=C1)OC)OC)=O)=O isopropyl (S)-6-diazo-2-((R)-2-methoxy-2-(5-methoxypyridin-2-yl)acetamido)-5-oxohexanoate